BrC=1C=C(C=NC1)C1=CC=C(C=C1)N1C(C[C@@H](C1)C)=O (S)-1-(4-(5-bromopyridin-3-yl)phenyl)-4-methylpyrrolidin-2-one